2-chloro-N-(5-methyl-1-(tetrahydro-2H-pyran-2-yl)-1H-pyrazol-3-yl)furo[3,2-d]pyrimidin-4-amine ClC=1N=C(C2=C(N1)C=CO2)NC2=NN(C(=C2)C)C2OCCCC2